3-(5-(4-(3-(4-(4-(2-(4-fluorophenyl)-6-hydroxybenzo[b]thiophene-3-carbonyl)phenyl)piperazin-1-yl)propyl)piperidin-1-yl)-1-oxoisoindolin-2-yl)piperidine-2,6-dione FC1=CC=C(C=C1)C1=C(C2=C(S1)C=C(C=C2)O)C(=O)C2=CC=C(C=C2)N2CCN(CC2)CCCC2CCN(CC2)C=2C=C1CN(C(C1=CC2)=O)C2C(NC(CC2)=O)=O